rac-(2r,3s,5r)-3-(4-fluoro-2-methoxyphenyl)-5-methyl-N-(2-(methylthio)pyridin-4-yl)-5-(trifluoromethyl)tetrahydrofuran-2-carboxamide FC1=CC(=C(C=C1)[C@H]1[C@@H](O[C@](C1)(C(F)(F)F)C)C(=O)NC1=CC(=NC=C1)SC)OC |r|